(3R,4R)-4-azido-3-fluoro-piperidine-1-carboxylic acid tert-butyl ester C(C)(C)(C)OC(=O)N1C[C@H]([C@@H](CC1)N=[N+]=[N-])F